C(C1=CC=CC=C1)OC=1C=C(C=C(C1)Cl)N1C(N(C(C(=C1)C=1C(=NC=CC1)OC)=O)C=1C=NC=CC1)=O 1-(3-benzyloxy-5-chloro-phenyl)-5-(2-methoxy-3-pyridyl)-3-(3-pyridyl)pyrimidine-2,4-dione